NC1(CCN(CC1)C1=NC(=C2C(=N1)NN=C2C2=C(C(=CC=C2)Cl)Cl)C#N)C2=NC=CC=C2 6-(4-Amino-4-(pyridin-2-yl)piperidin-1-yl)-3-(2,3-dichlorophenyl)-1H-pyrazolo[3,4-d]pyrimidine-4-carbonitrile